coumaryl-dopamine C(\C=C\C1=CC=C(C=C1)O)NCCC1=CC(O)=C(O)C=C1